(1-(1-(4-(4-(2,6-difluorobenzyl)-5-oxo-4,5-dihydro-1H-1,2,4-triazol-1-yl)benzyl)-5-methyl-1H-pyrazol-3-yl)-3-methylazetidin-3-yl)carbamic acid tert-butyl ester C(C)(C)(C)OC(NC1(CN(C1)C1=NN(C(=C1)C)CC1=CC=C(C=C1)N1N=CN(C1=O)CC1=C(C=CC=C1F)F)C)=O